C(C)OC1=C(C=CC=C1)C1=CC=2C(=CN=C(C2)C2(CC2)C(=O)N)N1C [2-(2-ethoxyphenyl)-1-methylpyrrolo[2,3-c]pyridin-5-yl]cyclopropanecarboxamide